N-(2-(1H-indol-3-yl)ethyl)-3,5-difluoro-2-((3,4,5-trimethoxyphenyl)amino)benzamide N1C=C(C2=CC=CC=C12)CCNC(C1=C(C(=CC(=C1)F)F)NC1=CC(=C(C(=C1)OC)OC)OC)=O